C1=CC=CC=2C3=CC=CC=C3C(C12)COC(=O)N([C@@H](CC(=O)[O-])C(N1CCCCC1)=O)C (3S)-3-[9H-fluoren-9-ylmethoxycarbonyl(methyl)amino]-4-oxo-4-piperidin-1-ylbutanoate